FCCOCCOC=1C=C(C=CC1)[C@@H](C1CCN(CC1)C(=O)C=1C=CC2=C(NC(CO2)=O)C1)C1=CC=C(C=C1)F 6-[4-[(S)-[3-[2-(2-fluoroethoxy)ethoxy]phenyl]-(4-fluorophenyl)methyl]piperidine-1-carbonyl]-4H-1,4-benzoxazin-3-one